1-benzofuran-2-carboxylic acid O1C(=CC2=C1C=CC=C2)C(=O)O